(R)-4-(2-(ethoxymethoxy)-4-methoxyphenyl)-N-(1-methylpiperidin-3-yl)phthalazin-1-amine C(C)OCOC1=C(C=CC(=C1)OC)C1=NN=C(C2=CC=CC=C12)N[C@H]1CN(CCC1)C